Di-phenyliodonium hexafluoroarsenat F[As-](F)(F)(F)(F)F.C1(=CC=CC=C1)[I+]C1=CC=CC=C1